bis(ethylmethylamino)propylvinylsilane tert-butyl-(1S,4R,5S)-4-(hydroxymethyl)-2-azabicyclo[3.1.0]hexane-2-carboxylate C(C)(C)(C)OC(=O)N1[C@H]2C[C@H]2[C@H](C1)CO.C(C)N(C)C(CCC=C[SiH3])N(CC)C